CN(C)CCN(C(C(=C)C)=O)CCN(C)C N,N-bis(dimethylaminoethyl)methacrylamide